2-{[1-methyl-4-oxo-2-(trifluoromethyl)-1,4-dihydroquinolin-7-yl]amino}-1H-imidazole-4-carboxamide CN1C(=CC(C2=CC=C(C=C12)NC=1NC=C(N1)C(=O)N)=O)C(F)(F)F